FC1=CC2=C(SC(=C2C)S(=O)(=O)NC2=C(C=C(C=C2)C=2OC(=C(N2)C)OC)S(=O)(=O)C)C=C1 5-fluoro-N-[2-methane-sulfonyl-4-(5-methoxy-4-methyloxazol-2-yl)phenyl]-3-methylbenzo[b]thiophene-2-sulfonamide